tert-Butyl-3-iodopropyl-carbamate C(C)(C)(C)OC(NCCCI)=O